4-(5-cyano-2-methoxyphenyl)-N-(5-(N-cyclopropylsulfamoyl)-5,6-dihydro-4H-pyrrolo[3,4-d]thiazol-2-yl)-6-methylnicotinamide C(#N)C=1C=CC(=C(C1)C1=CC(=NC=C1C(=O)NC=1SC2=C(N1)CN(C2)S(NC2CC2)(=O)=O)C)OC